FC=1C(=CC(=NC1)OC)C1(CC1)NCC(=O)N1CC2CCC(C1)N2C2=NC=C(C#N)C=C2 6-(3-((1-(5-fluoro-2-methoxypyridin-4-yl)cyclopropyl)glycyl)-3,8-diazabicyclo[3.2.1]octan-8-yl)nicotinonitrile